4-(2-(triethylsilyl)-1,5-dihydro-3H-pyrano[3,4,5-cd]indol-6-yl)piperidine-1-carboxylic acid tert-butyl ester C(C)(C)(C)OC(=O)N1CCC(CC1)C1=C2C=3C(=C(NC3C=C1)[Si](CC)(CC)CC)COC2